(R)-1-(7-(8-Ethynyl-7-fluoro-3-hydroxynaphthalen-1-yl)-8-fluoro-2-(((2R,7aS)-2-fluorotetrahydro-1H-pyrrolizin-7a(5H)-yl)methoxy)quinazolin-4-yl)-3-methylpiperidin-3-ol C(#C)C=1C(=CC=C2C=C(C=C(C12)C1=CC=C2C(=NC(=NC2=C1F)OC[C@]12CCCN2C[C@@H](C1)F)N1C[C@@](CCC1)(O)C)O)F